CN1N=C(C=C1)NC1=NC=CC(=N1)C1=NC(=CC=C1)[Sn](CCCC)(CCCC)CCCC N-(1-Methyl-1H-pyrazol-3-yl)-4-(6-(tributylstannyl)pyridin-2-yl)pyrimidin-2-amine